IC1=CC=2N(C3=CC(=CC=C3C2C=C1)I)C1=CC=CC=C1 2,7-diiodo-9-phenyl-9H-carbazole